C(C)(C)(C)[Si](C)(C)OCCCCI Tert-butyl-(4-iodobutyloxy)dimethylsilane